P(OCCCCCCCCCCC)(OCCCCCCCCCCC)OCCCCCCCCCCC triundecyl phosphite